tungsten copper gold tin [Sn].[Au].[Cu].[W]